furo[3,2-C]quinolin-3(5H)-one O1CC(C=2CNC=3C=CC=CC3C21)=O